2,N-dicyclohexyl-2-[2-(1H-indol-4-yl)-benzimidazol-1-yl]-acetamide C1(CCCCC1)C(C(=O)NC1CCCCC1)N1C(=NC2=C1C=CC=C2)C2=C1C=CNC1=CC=C2